2-acrylamidoethyl ethyl oxalate C(C(=O)OCC)(=O)OCCNC(C=C)=O